(1S,2R,4R)-4-(5-((2-(((1r,3R)-3-aminocyclobutyl)methoxy)pyridin-4-yl)amino)-1-(tert-butyl)-1H-pyrazol-3-yl)-2-fluorocyclopentyl (4-nitrophenyl) carbonate C(O[C@@H]1[C@@H](C[C@@H](C1)C1=NN(C(=C1)NC1=CC(=NC=C1)OCC1CC(C1)N)C(C)(C)C)F)(OC1=CC=C(C=C1)[N+](=O)[O-])=O